NC1CC(CCC1)NC(=O)C1=CC2=C(N3C(S2)=NC(=C3)C3=CC=C(C=C3)C(NC)=O)C=C1 N-(3-aminocyclohexyl)-2-(4-(methylcarbamoyl)phenyl)benzo[d]imidazo[2,1-b]thiazole-7-carboxamide